7-bromo-1-methyl-1,4-dihydroquinolin-4-one hydrochloride Cl.BrC1=CC=C2C(C=CN(C2=C1)C)=O